N-((1r,4r)-4-(difluoromethyl)cyclohexyl)-2-(1H-imidazol-1-yl)-6-methylpyrimidine-4-carboxamide FC(C1CCC(CC1)NC(=O)C1=NC(=NC(=C1)C)N1C=NC=C1)F